[Ag].FC(C1CC(C1)(C(=O)O)C(=O)O)(F)F 3-trifluoromethyl-cyclobutane-1,1-dicarboxylic acid silver